COC(C1=C(C(=CC=C1)C)C=CC(=O)OC(C)(C)C)=O methyl-2-(3-(tert-butoxy)-3-oxoprop-1-enyl)-3-methylbenzoate